6-[4-[(R or S)-(4-Methylsulfonylphenyl)-phenyl-methyl]piperidine-1-carbonyl]-4H-1,4-benzoxazin-3-one CS(=O)(=O)C1=CC=C(C=C1)[C@H](C1CCN(CC1)C(=O)C=1C=CC2=C(NC(CO2)=O)C1)C1=CC=CC=C1 |o1:10|